FC(C=1C=C(CCO)C=C(C1)C(F)(F)F)(F)F (S)-3,5-bis(trifluoromethyl)phenethyl alcohol